CN[C@H](C)C=1C=C(C=NC1)N (R)-5-(1-(methylamino)ethyl)pyridin-3-amine